5,9-dimethyldec-4,8-dienal CC(=CCCC=O)CCC=C(C)C